NCC1CCC(CC1)N[C@H](CCCCN1CCCCC1)C(=O)N1[C@@H](CN(CC1)C=1O[C@H]([C@@H](N1)C)C1=CC=CC=C1)C(=O)NCC1=CC(=C(C=C1)C(N)=O)OC (2S)-1-{N-[4-(aminomethyl)cyclohexyl]-6-piperidin-1-yl-D-norleucyl}-N-(4-carbamoyl-3-methoxybenzyl)-4-[(4S,5S)-4-methyl-5-phenyl-4,5-dihydro-1,3-oxazol-2-yl]piperazine-2-carboxamide